(3R)-3-{[2-(3-methoxyphenyl)[1,2,4]triazolo[1,5-c]quinazolin-5-yl]amino}pyrrolidin-2-one COC=1C=C(C=CC1)C1=NN2C(=NC=3C=CC=CC3C2=N1)N[C@H]1C(NCC1)=O